O=C1N(CC2=CC(=CC=C12)N1C(NCC1)=O)C1C(NC(CC1)=O)=O 3-(1-oxo-5-(2-oxoimidazolidin-1-yl)isoindolin-2-yl)piperidine-2,6-dione